1-Undecyl-3-propylpyridinium chlorid [Cl-].C(CCCCCCCCCC)[N+]1=CC(=CC=C1)CCC